OC1=C(C=CC=C1)C=1C=C2N3CCN(C[C@@H]3CNC2=NN1)CCC(=O)N1CCN(CC1)C1CC2(C1)CC(C2)C(=O)OC methyl 2-[4-[3-[(10S)-4-(2-hydroxyphenyl)-1,5,6,8,12-pentazatricyclo[8.4.0.02,7]tetradeca-2,4,6-trien-12-yl]propanoyl]piperazin-1-yl]spiro[3.3]heptane-6-carboxylate